(2R,5S)-5-(4-bromobenzyl)-4-(4-(5-methyloxazol-2-yl)cyclohexyl)morpholine-2-carboxylic acid 2,2,2-trifluoroacetate FC(C(=O)O)(F)F.BrC1=CC=C(C[C@H]2CO[C@H](CN2C2CCC(CC2)C=2OC(=CN2)C)C(=O)O)C=C1